(2S,3S,4R,5R)-3,4-dihydroxyl-5-(2-(5-isopropoxypyridin-3-yl)-6-(methylamino)-9H-purin-9-yl)-N-methoxytetrahydrofuran-2-carboxamide O[C@@H]1[C@H](O[C@H]([C@@H]1O)N1C2=NC(=NC(=C2N=C1)NC)C=1C=NC=C(C1)OC(C)C)C(=O)NOC